1-(pyridin-2-ylmethyl)pyrrolidine-3-carboxylic acid methyl ester COC(=O)C1CN(CC1)CC1=NC=CC=C1